tert-butyl (R)-3-(fluoromethyl)-3-((4-(trifluoromethoxy)phenyl)sulfonamido)pyrrolidine-1-carboxylate FC[C@@]1(CN(CC1)C(=O)OC(C)(C)C)NS(=O)(=O)C1=CC=C(C=C1)OC(F)(F)F